(7-amino-4-bromo-1,3-benzothiazol-6-yl)-[7-fluoro-1-(oxan-2-yl)indazol-4-yl]methanol NC1=C(C=C(C=2N=CSC21)Br)C(O)C2=C1C=NN(C1=C(C=C2)F)C2OCCCC2